[Sb].[Ga].[In] indium-gallium-antimony